CC(=C)CCCC(C)(C=C)O alpha-linalool